OC(CN1N=CC(=C1)C1=NC2=CC=C(C=C2C(=N1)N1[C@H](COCC1)C1=CC=CC=C1)C=1C2=C(C(N(C1)C)=O)N(C=C2)S(=O)(=O)C2=CC=C(C)C=C2)(C)C (S)-4-(2-(1-(2-hydroxy-2-methylpropyl)-1H-pyrazol-4-yl)-4-(3-phenylmorpholino)quinazolin-6-yl)-6-methyl-1-tosyl-1,6-dihydro-7H-pyrrolo[2,3-c]pyridin-7-one